Ethyl N-[4-[(E)-3-[4-[2-hydroxyethyl(methyl)amino]phenyl]prop-2-enoyl]phenyl]carbamate OCCN(C1=CC=C(C=C1)/C=C/C(=O)C1=CC=C(C=C1)NC(OCC)=O)C